BrC1=C(C=C(C(=O)N2CC=3N(CC2)C(N(C3C(=O)NCC3=C(C=CC=C3F)F)C3=CC=C(C=C3)OC3CC3)=O)C=C1)Cl 7-(4-bromo-3-chloro-benzoyl)-2-[4-(cyclopropoxy)phenyl]-N-[(2,6-difluorophenyl)methyl]-3-oxo-6,8-dihydro-5H-imidazo[1,5-a]pyrazine-1-carboxamide